6-Chloro-7-methoxy-2-methyl-3-(4'-(pentafluorosulfanyl)-[1,1'-biphenyl]-4-yl)quinolin-4(1H)-one ClC=1C=C2C(C(=C(NC2=CC1OC)C)C1=CC=C(C=C1)C1=CC=C(C=C1)S(F)(F)(F)(F)F)=O